C(C)(C)(C)C1=CC2=C(C3=CC=C(C=C3C(=C2C=C1)OC(=O)C1C(CC=CC1)C(=O)O)C(C)(C)C)OC(=O)C1C(CC=CC1)C(=O)O 2,6-bis(tert-butyl)-9,10-bis[2-carboxy(4-cyclohexenyl)]carbonyloxyanthracene